(S)-2-(4-(4-chloro-1-methyl-6-oxo-1,6-dihydropyridine-3-carbonyl)-3,3-dimethylpiperazin-1-yl)-N-(5-(4-fluorophenoxy)pyridin-2-yl)propanamide ClC=1C(=CN(C(C1)=O)C)C(=O)N1C(CN(CC1)[C@H](C(=O)NC1=NC=C(C=C1)OC1=CC=C(C=C1)F)C)(C)C